C(C)(C)C(=C)C=C 2-isopropyl-1,3-butadiene